FC=1C=2N(C=CC1)N=C(C2)[C@@H]2N(CCC1=C2N=CN1)C1=NC=CN=C1 (R)-4-(4-fluoropyrazolo[1,5-a]pyridin-2-yl)-5-(pyrazin-2-yl)-4,5,6,7-tetrahydro-1H-imidazo[4,5-c]pyridine